C(C)N(C1=CC=C2C(=C(C(OC2=C1)=O)C1=CC=C(C=C1)C=O)C)CC 7-diethylamino-4-methyl-3-(4-formylphenyl)coumarin